C(CCC)NC1=CC(=C(C(=O)NC=2SC(=CC2)[N+](=O)[O-])C=C1)NC1=CC=CC=C1 4-(butylamino)-N-(5-nitrothiophen-2-yl)-2-(phenylamino)benzamide